rel-N-(6-Amino-5-ethyl-3-pyridyl)-2-[(2R,5S)-5-methyl-2-(4-thiazol-2-ylphenyl)-1-piperidyl]-2-oxo-acetamide NC1=C(C=C(C=N1)NC(C(=O)N1[C@H](CC[C@@H](C1)C)C1=CC=C(C=C1)C=1SC=CN1)=O)CC |o1:12,15|